2-acrylamidomethyl-propanesulfonic acid C(C=C)(=O)NCC(CS(=O)(=O)O)C